C(C)OC1=C(C(=C(C=C1)OC[C@@H]1CC[C@H](CC1)C)F)F 1-ethoxy-2,3-difluoro-4-(trans-4-methylcyclohexylmethoxy)benzene